diethyl 3,3'-(ethane-1,2-diylbis(5-carbamoyl-1H-benzo[d]imidazole-1,2-diyl))bis(4-chlorobenzo[b]thiophene-2-carboxylate) C(CN1C(=NC2=C1C=CC(=C2)C(N)=O)C=2C1=C(SC2C(=O)OCC)C=CC=C1Cl)N1C(=NC2=C1C=CC(=C2)C(N)=O)C=2C1=C(SC2C(=O)OCC)C=CC=C1Cl